6-(2-(3-(benzyloxy)phenyl)-2-hydroxyacetyl)-2-(1-(3-chlorophenyl)cyclopropyl)-5,6,7,8-tetrahydropyrido[4,3-d]pyrimidin-4(3H)-one C(C1=CC=CC=C1)OC=1C=C(C=CC1)C(C(=O)N1CC2=C(N=C(NC2=O)C2(CC2)C2=CC(=CC=C2)Cl)CC1)O